C1(CCCO1)=S γ-Thiobutyrolacton